CC1N2C3SC4C[C@H](CC4C3C(NC3(C2NN1)CC3)C3=CC=CC=C3)C(=O)N3CCOCC3 (13'S)-3'-methyl-13'-(morpholine-4-carbonyl)-9'-phenyl-16'-thia-2',4',5',8'-tetraazaspiro[cyclopropane-1,7'-tetracyclo[8.6.0.02,6.011,15]hexadecane]